C(C)N(C(=O)C1=C(OC2=C(N=CN=N2)N2CC3(CN(C3)C(=O)OC(C)(C)C)CC2)C=CC(=C1)F)C(C)C tert-butyl 6-(6-(2-(ethyl (isopropyl) carbamoyl)-4-fluoro-phenoxy)-1,2,4-triazin-5-yl)-2,6-diazaspiro[3.4]octane-2-carboxylate